Cl.Cl.N[C@@H]1CN(C[C@@H]([C@H]1O)C)C1=C(C=NC=C1)NC(=O)C=1C(=C(C(=CC1)F)C1=C(C=C(C=C1F)OC)F)F N-(4-((3R,4R,5S)-3-amino-4-hydroxy-5-methylpiperidin-1-yl)pyridin-3-yl)-2,2',6,6'-Tetrafluoro-4'-methoxy-[1,1'-biphenyl]-3-carboxamide dihydrochloride